C1(=CC=CC=C1)N1CCN(CC1)CCC(=O)N 3-(4-phenylpiperazin-1-yl)propionamide